4-[(3S)-3-amino-3-methylpyrrolidin-1-yl]-N-[(1S)-1-cyclopropylethyl]-5-(3,5-difluorophenyl)-6-ethoxypyridine-3-carboxamide N[C@@]1(CN(CC1)C1=C(C=NC(=C1C1=CC(=CC(=C1)F)F)OCC)C(=O)N[C@@H](C)C1CC1)C